N[C@H](C(=O)NC)[C@@H](C)OCC1CCCCC1 (2s,3r)-2-amino-3-(cyclohexylmethoxy)-N-methylbutanamide